ClC=1C(=NC=C(C1)Cl)C(=O)OCC ethyl 3,5-dichloropyridine-2-carboxylate